C(C(C)(C)C)(=O)[O-].C(CCC)C=1NC=C[N+]1C Butyl-3-methylimidazolium pivalat